CN1CCN(CC1)CCOC=1C=CC2=C(C1C(=O)N1CCCC3=CC=CC=C13)OC(C=1CN(CCC12)C(=O)OCC)=O Ethyl 8-(2-(4-methylpiperazin-1-yl)ethoxy)-5-oxo-7-(1,2,3,4-tetrahydroquinoline-1-carbonyl)-1,5-dihydro-2H-chromeno[3,4-c]pyridine-3(4H)-carboxylate